(6-(2-(4-Bromopyridin-2-yl)-2-methylpropanoyl)pyridin-3-yl)carbamic acid tert-butyl ester C(C)(C)(C)OC(NC=1C=NC(=CC1)C(C(C)(C)C1=NC=CC(=C1)Br)=O)=O